COC1=CC=2N(C(C(=C(N2)C(F)(F)F)C2=C(C=C(C=C2)OCC(F)(F)F)C(F)(F)F)=O)C=C1 8-methoxy-3-(4-(2,2,2-trifluoroethoxy)-2-(trifluoromethyl)phenyl)-2-(trifluoromethyl)-4H-pyrido[1,2-a]pyrimidin-4-one